3-(3-bromophenyl)-3-methylbutyrate BrC=1C=C(C=CC1)C(CC(=O)[O-])(C)C